6-(2-(5-chloropyrimidin-2-yl)cyclobutyl)-4-oxo-1-(1-(6-(trifluoromethyl)pyridin-3-yl)ethyl)-4,5-dihydro-1H-pyrazolo[3,4-d]pyrimidine-3-carbonitrile ClC=1C=NC(=NC1)C1C(CC1)C=1NC(C2=C(N1)N(N=C2C#N)C(C)C=2C=NC(=CC2)C(F)(F)F)=O